C1(CC1)N1C(N2C(C=C1C(F)(F)F)=NC(=C2)C2=C(C=C(C=N2)C2(CC2)C#N)S(=O)(=O)CC)=O 1-[6-[6-cyclopropyl-5-oxo-7-(trifluoromethyl)imidazo[1,2-c]pyrimidin-2-yl]-5-ethylsulfonyl-3-pyridinyl]cyclopropanecarbonitrile